2-fluoro-4-(pyrimidin-2-yl)aniline FC1=C(N)C=CC(=C1)C1=NC=CC=N1